C1(CC1)C(=O)N1CCN(CC1)C(=O)C=1C=NC2=C(C=C(C=C2C1N1CCC2(OCCO2)CC1)F)C (4-(cyclopropanecarbonyl)piperazin-1-yl)(6-fluoro-8-methyl-4-(1,4-dioxa-8-azaspiro[4.5]decan-8-yl)quinolin-3-yl)methanone